butylmyristate C(CCC)OC(CCCCCCCCCCCCC)=O